NC1(C=2N(C3=C(C(=N1)C1=CC=C(C=C1)Cl)C(=C(S3)C)C)C(=NN2)C)C(=O)OCC ethyl (6-amino-4-(4-chlorophenyl)-2,3,9-trimethyl-6H-thieno[3,2-f][1,2,4]triazolo[4,3-a][1,4]diazepin-6-yl)carboxylate